tert-butyl (2R,4S)-2-(((S)-1-((4-(N-((benzyloxy)carbonyl)carbamimidoyl)benzyl)amino)-1-oxopropan-2-yl)carbamoyl)-4-(m-tolyl)pyrrolidine-1-carboxylate C(C1=CC=CC=C1)OC(=O)NC(=N)C1=CC=C(CNC([C@H](C)NC(=O)[C@@H]2N(C[C@@H](C2)C=2C=C(C=CC2)C)C(=O)OC(C)(C)C)=O)C=C1